rel-6-((1R,2S)-2-fluorocyclopropane-1-carboxamido)-N-(methyl-d3)-4-(((R)-3,4,5-trimethyl-4,5-dihydro-3H-[1,2,3]triazolo[4,5-c][1,7]naphthyridin-6-yl)amino)pyridazine-3-carboxamide F[C@@H]1[C@H](C1)C(=O)NC1=CC(=C(N=N1)C(=O)NC([2H])([2H])[2H])NC1=NC=CC=2C3=C([C@H](N(C12)C)C)N(N=N3)C |o1:1,2,28|